N1C=CC2=CC(=CC=C12)C=1N=NN(C1)C=1C=C2CN(C(C2=CC1)=O)C1C(NC(CC1)=O)=O 3-(5-(4-(1H-indol-5-yl)-1H-1,2,3-triazol-1-yl)-1-oxoisoindolin-2-yl)piperidine-2,6-dione